3-acryloxypropyltriisopropoxysilane C(C=C)(=O)OCCC[Si](OC(C)C)(OC(C)C)OC(C)C